C(C1=CC=CC=C1)OC(=O)N[C@H](C(=O)OCC1=CC=CC=C1)CCI benzyl (s)-2-(((benzyloxy)carbonyl)amino)-4-iodobutanoate